4-(Cyclopentylamino)-2-((1-((4-((4-methylpiperazin-1-yl)methyl)phenyl)sulfonyl)piperidin-4-yl)amino)Pyrimidine-5-carbonitrile C1(CCCC1)NC1=NC(=NC=C1C#N)NC1CCN(CC1)S(=O)(=O)C1=CC=C(C=C1)CN1CCN(CC1)C